N-cyclobutyl-2-Methyl-6-({[2-(trifluoromethyl)phenyl]carbonyl}amino)-1H-benzimidazole-4-carboxamide C1(CCC1)NC(=O)C1=CC(=CC=2NC(=NC21)C)NC(=O)C2=C(C=CC=C2)C(F)(F)F